C(C)(=O)N1N=C(CC1C1=CC=C(C=C1)C)C=1CNC2=CC=C(C=C2C1CC1=CC=CC=C1)Cl 3-[2-acetyl-3-(p-tolyl)-3,4-dihydropyrazol-5-yl]-4-benzyl-6-chloro-1H-quinolin